FC=1C(=C(C=C2C=CC(=CC12)NCC1(CC1)C#N)O)N1S(NC(C1)=O)(=O)=O 1-({[8-fluoro-6-hydroxy-7-(1,1,4-trioxo-1λ6,2,5-thiadiazolidin-2-yl)naphthalen-2-yl]amino}methyl)cyclopropane-1-carbonitrile